ClC=1C(=CC(=C(C(=O)NS(=O)(=O)N2C[C@@H]3OCC(N([C@H]3CC2)C2=CC=CC=C2)=O)C1)F)OCC1CCCC1 5-chloro-4-(cyclopentylmethoxy)-2-fluoro-N-(((4aS,8aS)-2-oxo-1-phenylhexahydro-1H-pyrido[3,4-b][1,4]oxazin-6(7H)-yl)sulfonyl)benzamide